C(C)(C)(C)C1=CC=C(C=C1)C1=NC2=C(N1)C=CC(=C2)OC 2-(4-tert-Butylphenyl)-5-methoxy-1H-benzo[d]imidazole